C(CCC)C1=CC=C(C=C1)C1(SCCCS1)\C=C\C=C(\C1=CC(=C(C=C1)OC)OC)/Cl (4-butylphenyl)-2-((1E,3Z)-4-chloro-4-(3,4-dimethoxyphenyl)buta-1,3-dien-1-yl)-1,3-dithiane